COC1=C(C=C(C=C1)C)[C@@]1([C@@H](C1)C1=CC=C(C=C1)C)C(=O)NS(=O)(=O)C=1C=2C=CC(=NC2C=CC1)C |r| rac-(1r,2s)-1-(2-methoxy-5-methylphenyl)-2-(4-methylphenyl)-N-(2-methylquinoline-5-sulfonyl)cyclopropane-1-carboxamide